FC(S(=O)(=O)OC=1CCN(CC1)C(=O)OC(C)(C)C)(F)F Tert-butyl 4-(trifluoromethanesulfonyloxy)-3,6-dihydro-2H-pyridine-1-carboxylate